N1CC2(CC1)OC1=CC(=C(C=C1C=C2)C(=O)OC)C(=O)[O-] Methyl spiro[chromene-2,3'-pyrrolidine]-6,7-dicarboxylate